FC1CC(N(C1)C(C(C)(C=1OC=NN1)C)=O)C(=O)NC(C1=CC=CC=C1)C1=CC(=C(C=C1)C(C)C)F 4-fluoro-N-{[3-fluoro-4-(propan-2-yl)phenyl](phenyl)methyl}-1-[2-methyl-2-(1,3,4-oxadiazol-2-yl)propanoyl]pyrrolidine-2-carboxamide